COC=1C=C(C=CC1OC)C=1N=C2N(C=C(C=C2C)C2CCN(CC2)C2CCN(CC2)CC(C)C)C1 2-(3,4-dimethoxyphenyl)-6-(1'-isobutyl-[1,4'-bipiperidin]-4-yl)-8-methylimidazo[1,2-a]pyridine